CCCCCCCCCCCCCCCCCC(=O)O[C@H](COC(=O)CCCCCCC/C=C\\CCCCCCCC)COP(=O)(O)OC[C@@H](C(=O)O)N The molecule is a 3-sn-phosphatidyl-L-serine in which the phosphatidyl acyl groups at positions 1 and 2 are specified as oleoyl and stearoyl respectively. It derives from an oleic acid and an octadecanoic acid. It is a conjugate acid of a 1-oleoyl-2-stearoyl-sn-glycero-3-phospho-L-serine(1-).